(S)-1-pentyn-3-ol C#C[C@H](CC)O